The molecule is a monocarboxylic acid amide that is a broad-spectrum antibiotic produced by Streptomyces lydicus. It has a role as an antimicrobial agent, an EC 2.7.7.6 (RNA polymerase) inhibitor and a bacterial metabolite. It is a monocarboxylic acid amide, an enol, a pyrrolidinone, a N-glycosyl compound, a bridged compound, a cyclic ketal, a spiro-epoxide and an organic heterobicyclic compound. C[C@H]1[C@H]2C=C[C@@]3(CO3)[C@](O2)(O[C@@H]1[C@H](C)/C=C(\\C)/C=C/C(=C\\4/C(=O)[C@@H](N(C4=O)[C@@H]5CC[C@@H]([C@@H](O5)C)O)[C@H](C)C(=O)NC)/O)C